CC1(CO1)[SiH2]C1(C)CO1 di(2-epoxypropyl)silane